4-hydroxy-2-(methoxymethyl)-6-methyl-5-pyridin-2-ylpyridine-3-carboxamide OC1=C(C(=NC(=C1C1=NC=CC=C1)C)COC)C(=O)N